4-Benzyl 1-tert-butyl (2R)-2-[methoxy(methyl)carbamoyl]piperazine-1,4-dicarboxylate CON(C(=O)[C@@H]1N(CCN(C1)C(=O)OCC1=CC=CC=C1)C(=O)OC(C)(C)C)C